N-(3-(hydroxymethyl)-2-oxopyrrolidin-3-yl)-2-methyl-6-((1S,2S)-2-(pyridin-2-yl)cyclopropyl)indolizine-3-carboxamide OCC1(C(NCC1)=O)NC(=O)C1=C(C=C2C=CC(=CN12)[C@@H]1[C@H](C1)C1=NC=CC=C1)C